O[C@H]1CN(CC1)CC(=O)O (R)-(3-HYDROXYPYRROLIDIN-1-YL)-ACETIC ACID